(3R,4S,5S,6R)-3,4,5,6,7-pentahydroxyheptanone O[C@@H](C(C)=O)[C@H]([C@H]([C@@H](CO)O)O)O